ClC1=CC2=C(N(C(N2CCN2CCOCC2)=O)C2CCN(CC2)C2CCC(CC2)C(C)C)C=C1 5-chloro-1-(1-((1S,4S)-4-isopropylcyclohexyl)piperidin-4-yl)-3-(2-morpholinoethyl)-1,3-dihydro-2H-benzo[d]imidazol-2-one